C(#N)CCN1C(=NC=C1)C 1-(beta-cyanoethyl)-2-methylimidazole